C(C1=CC=CC=C1)C1=C2N(C=C(N1)C1=CC(=CC=C1)O)C(C(=N2)CC2=CC(=CC=C2)OC)=O 8-benzyl-6-(3-hydroxyphenyl)-2-(3-methoxybenzyl)imidazo[1,2-a]pyrazin-3(7H)-one